6-bromo-2-{[(4-methoxybenzyl)(1-methylethyl)amino]methyl}thieno[3,2-d]pyrimidin-4(3H)-one BrC1=CC=2N=C(NC(C2S1)=O)CN(C(C)C)CC1=CC=C(C=C1)OC